C(C(=C)C)(=O)OC[Si](C)(C)C methacryloyl-oxymethyl-trimethylsilane